COC1CCC(CC1)O (1s,4s)-4-methoxycyclohexanol